C1(=CC=CC=C1)\C(\C1CCN(CC1)C(=O)OCC1=CC=CC=C1)=N/NS(=O)(=O)C1=CC=C(C)C=C1 Benzyl (Z)-4-(phenyl(2-tosylhydrazineylidene)methyl)piperidine-1-carboxylate